COC(=O)C=1C(=NN(C1)C1CC1)C(C(C)C)=O.NC=1C(=C(C=CC1)C(=O)C1=CC=CC=C1)F (3-amino-2-fluorophenyl)(phenyl)methanone methyl-1-cyclopropyl-3-(2-methylpropanoyl)pyrazole-4-carboxylate